isopropyl-2-methoxyethyl 1,4-dihydro-2,6-dimethyl-4-(m-nitrophenyl)-3,5-pyridinedicarboxylate CC=1NC(=C(C(C1C(=O)OCC(OC)C(C)C)C1=CC(=CC=C1)[N+](=O)[O-])C(=O)[O-])C